methyl (1R,2S,5S)-3-[(2S)-3,3-dimethyl-2-(tetrahydrofuran-3-carbonylamino)butanoyl]-6,6-dimethyl-3-azabicyclo[3.1.0]hexane-2-carboxylate CC([C@@H](C(=O)N1[C@@H]([C@H]2C([C@H]2C1)(C)C)C(=O)OC)NC(=O)C1COCC1)(C)C